(3S,4S)-1-ethyl-3,4-dimethylpiperidine-3-carboxylic acid methyl ester COC(=O)[C@@]1(CN(CC[C@@H]1C)CC)C